(2S)-3-(8-acetyl-2-oxo-1,8-diazaspiro[4.5]dec-3-yl)-2-aminopropionate C(C)(=O)N1CCC2(CC(C(N2)=O)C[C@@H](C(=O)[O-])N)CC1